C([C@@H]1[C@@H]([C@@H]([C@H]([C@@H](O1)O[C@H]([C@@H](CO)O)[C@@H]([C@H](C(=O)O)O)O)O)O)O)O lactobionic acid